tert-butyl (2-(bromomethyl)-3,3-difluoroallyl)carbamate BrCC(CNC(OC(C)(C)C)=O)=C(F)F